(6-(4-chlorophenyl)-2-(pyridin-3-yl)pyrimidin-4-yl)proline methyl ester COC([C@H]1N(CCC1)C1=NC(=NC(=C1)C1=CC=C(C=C1)Cl)C=1C=NC=CC1)=O